C(C)OC(C1=CC=C(C=C1)N(C)C)=O 4-(dimethylamino)-benzoic acid ethyl Ester